O1CCC(CC1)C=1SC=C(N1)C(=O)NCC1=C(C=CC=C1)C(F)(F)F 2-(tetrahydro-2H-pyran-4-yl)-N-(2-(trifluoromethyl)benzyl)thiazole-4-carboxamide